methyl 2-acetyl-5,9,13-trimethyltetradecane-4,8,12-trienoate C(C)(=O)C(C(=O)OC)CC=C(CCC=C(CCC=C(C)C)C)C